ClC1=CNC=2N=C(C=C(C21)NCCS(=O)(=O)C)NC2=C(C=C(C=C2)S(=O)(=O)N2C(CCCC2)N2CCOCC2)OC 3-chloro-N6-(2-methoxy-4-((morpholinopiperidin-1-yl)sulfonyl)phenyl)-N4-(2-(methylsulfonyl)ethyl)-1H-pyrrolo[2,3-b]pyridine-4,6-diamine